Tert-butyl N-[3-(tert-butoxycarbonylamino)propyl]-N-[[3-[[4-[4-[6-chloro-4-(trifluoromethyl)-2-pyridyl]-2-methyl-piperazin-1-yl]sulfonylphenyl]carbamoyl]phenyl]methyl]carbamate C(C)(C)(C)OC(=O)NCCCN(C(OC(C)(C)C)=O)CC1=CC(=CC=C1)C(NC1=CC=C(C=C1)S(=O)(=O)N1C(CN(CC1)C1=NC(=CC(=C1)C(F)(F)F)Cl)C)=O